2-[4-[4-[2-chloro-4-[[5-(2,3-difluoro-4-methoxy-phenyl)-1-methyl-imidazole-2-carbonyl]amino]benzoyl]piperazine-1-carbonyl]piperazin-1-yl]acetic acid ClC1=C(C(=O)N2CCN(CC2)C(=O)N2CCN(CC2)CC(=O)O)C=CC(=C1)NC(=O)C=1N(C(=CN1)C1=C(C(=C(C=C1)OC)F)F)C